4-{1-[(1R)-1-phenylbutyl]-1H-pyrazol-4-yl}-1H-pyrrolo[2,3-b]pyridine C1(=CC=CC=C1)[C@@H](CCC)N1N=CC(=C1)C1=C2C(=NC=C1)NC=C2